2',2'-difluoro-6'-((trifluoromethyl)sulfonyl)-6',7'-dihydrospiro[cyclopropane-1,8'-[1,3]dioxolano[4,5-e]indole] FC1(OC=2C(=C3C4(CN(C3=CC2)S(=O)(=O)C(F)(F)F)CC4)O1)F